1-(4-(3-((5-(trifluoromethyl)pyridin-2-yl)amino)pyrazin-2-yl)piperidin-1-yl)prop-2-en-1-one FC(C=1C=CC(=NC1)NC=1C(=NC=CN1)C1CCN(CC1)C(C=C)=O)(F)F